N(=[N+]=[N-])CCOC1=C(C=CC(=C1)C(=O)OC)[C@H]1N(CC[C@@H](C1)OCC#C)C(=O)OC(C)(C)C tert-butyl (2S,4S)-2-(2-(2-azidoethoxy)-4-(methoxycarbonyl)phenyl)-4-(prop-2-yn-1-yloxy)piperidine-1-carboxylate